C(C)OC(C(CC=O)C(F)(F)F)=SC1CCCCC1 S-4-cyclohexyl-4-oxo-2-(trifluoromethyl)thiobutanoic acid ethyl ester